FC(C(=O)O)(F)F.CN(C)CC1=C(C=C(C=C1)N1N=C2C(=CC(=CC2=C1)F)C(=O)N)F 2-{4-[(dimethylamino)methyl]-3-fluorophenyl}-5-fluoro-2H-indazole-7-carboxamide trifluoroacetate salt